ClC1=C(C(=O)NC2=CC(=C(C=C2)F)C(N)=NO)C(=CC=C1C(F)(F)F)N1CCC(CCC1)(F)F 2-chloro-6-(4,4-difluoroazepan-1-yl)-N-(4-fluoro-3-(N'-hydroxyamidino)phenyl)-3-(trifluoromethyl)benzamide